bis(tetramethylcyclopentadienyl)(n-propylcyclopentadienyl)zirconium CC=1C(=C(C(C1)(C)[Zr](C1(C=CC=C1)CCC)C1(C(=C(C(=C1)C)C)C)C)C)C